FC1(CN(CC1)S(=O)(=O)N)F 3,3-difluoropyrrolidine-1-sulfonamide